C1(CC1)C(COC1=C(C=CC(=C1F)F)[C@H]1[C@@H](O[C@]([C@H]1C)(C(F)(F)F)C)C(=O)NC1=CC(=NC=C1)C(=O)N)=NO 4-((2r,3s,4s,5r)-3-(2-(2-cyclopropyl-2-(hydroxyimino)ethoxy)-3,4-difluorophenyl)-4,5-dimethyl-5-(trifluoromethyl)tetrahydrofuran-2-carboxamido)pyridineamide